ClC1=CC=C(C=C1)[C@H](C(F)(F)F)N(S(=O)(=O)C=1C=NC=NC1)CC (R)-N-(1-(4-chlorophenyl)-2,2,2-trifluoroethyl)-N-ethylpyrimidine-5-sulfonamide